{4-amino-2-[4-(difluoromethoxy)-2-fluoroanilino]-1,3-thiazol-5-yl}(phenyl)methanone NC=1N=C(SC1C(=O)C1=CC=CC=C1)NC1=C(C=C(C=C1)OC(F)F)F